(3S)-6-chloro-5-(2,6-difluorophenyl)-7-iodo-3-methyl-1,3-dihydro-1,4-benzodiazepine-2-One ClC1=C(C=CC2=C1C(=N[C@H](C(N2)=O)C)C2=C(C=CC=C2F)F)I